C(C)CC(C(=O)OCCOC(C(CCC)(C)Br)=O)(C)Br ethylene bis(ethyl 2-bromoisobutyrate)